C(C1=CC=CC=C1)OCC(F)(F)C1CCN(CC1)C1=C2C=CN(C2=CC=C1)C1C(NC(CC1)=O)=O 3-[4-[4-(2-benzyloxy-1,1-difluoro-ethyl)-1-piperidinyl]indol-1-yl]piperidine-2,6-dione